FC=1C(=C(C=CC1F)C(=O)N1CC(C1)(O)CNC(CC)(C)C)NC1=C(C=C(C=C1)I)F 1-({3,4-difluoro-2-[(2-fluoro-4-iodophenyl)amino]Phenyl}carbonyl)-3-{[(1,1-dimethylpropyl)amino]Methyl}azetidin-3-ol